FC1(CCC(CC1)C1=NC=CC(=C1C1=C(C(=O)N)C=CC(=N1)F)C1=NC=CC=C1F)F (2'-(4,4-difluorocyclohexyl)-3-fluoro-[2,4'-bipyridin]-3'-yl)-6-fluoronicotinamide